Azabicyclo(2.2.2)octanen C12=NCC(CC1)CC2